[C@@H]12N(C[C@@H](NC1)C2)C(=O)N2C(\C(\C1=CC=C(C=C21)C(=O)OC)=C(\C2=CC=CC=C2)/NC2=CC=C(C=C2)N(C(CN2CCN(CC2)C)=O)C)=O (Z)-methyl 1-((1S,4S)-2,5-diazabicyclo[2.2.1]heptane-2-carbonyl)-3-(((4-(N-methyl-2-(4-methylpiperazin-1-yl) acetamido) phenyl) amino) (phenyl) methylene)-2-oxoindole-6-carboxylate